N4-(3-chloro-2-fluorophenyl)-7-(6-methyl-2,6-diazaspiro[3.4]octan-2-yl)quinazoline-4,6-diamine ClC=1C(=C(C=CC1)NC1=NC=NC2=CC(=C(C=C12)N)N1CC2(C1)CN(CC2)C)F